5-chloro-2-methyl-N-((1r,4r)-4-((3-(3-(5-methyl-1,3,4-oxadiazol-2-yl)phenyl)-2-oxo-2,3-dihydro-1H-benzo[d]imidazol-1-yl)methyl)cyclohexyl)nicotinamide ClC=1C=NC(=C(C(=O)NC2CCC(CC2)CN2C(N(C3=C2C=CC=C3)C3=CC(=CC=C3)C=3OC(=NN3)C)=O)C1)C